2-(3-(2-(2-aminoethoxy)ethoxy)propionylamino)-N-(5-cyclopropyl-1-methyl-1H-pyrazol-3-yl)benzamide NCCOCCOCCC(=O)NC1=C(C(=O)NC2=NN(C(=C2)C2CC2)C)C=CC=C1